5-(methoxycarbonyl)-1-methyl-2-oxopyridin-3-ylboronic acid COC(=O)C=1C=C(C(N(C1)C)=O)B(O)O